1-(6-chloropyridin-3-yl)-N-(4-fluorophenyl)cyclobutane-1-carboxamide ClC1=CC=C(C=N1)C1(CCC1)C(=O)NC1=CC=C(C=C1)F